4-(4-methylpiperazin-1-yl)-N-[(1R)-1-(1-naphthyl)ethyl]pyridine-2-carboxamide CN1CCN(CC1)C1=CC(=NC=C1)C(=O)N[C@H](C)C1=CC=CC2=CC=CC=C12